N1(CCC2(CC1)OCC1=CC=CC=C12)CCCC(C(=O)O)(CCCCB(O)O)N 2-(3-(3H-spiro[isobenzofuran-1,4'-piperidine]-1'-yl)propyl)-2-amino-6-boronohexanoic acid